(R)-N-(6-chloro-8-methylisoquinolin-1-yl)-2-fluoro-4-(1-methyl-1H-1,2,3-triazol-4-yl)-N-(piperidin-3-yl)benzamide ClC=1C=C2C=CN=C(C2=C(C1)C)N(C(C1=C(C=C(C=C1)C=1N=NN(C1)C)F)=O)[C@H]1CNCCC1